OCC=1N=C(C2=C(N1)N(C(C21CCCC1)=O)C=1C=NC(=NC1)N1C[C@H](O[C@H](C1)C)C)NCC(F)(F)F 2'-(hydroxymethyl)-7'-{2-[(2R,6S)-2,6-dimethyl-1,4-oxazinan-4-yl]pyrimidin-5-yl}-4'-[(2,2,2-trifluoroethyl)amino]-6',7'-dihydrospiro[cyclopentane-1,5'-pyrrolo[2,3-d]pyrimidine]-6'-one